(E)-3-(2,3-dichlorophenyl)-1-(2-hydroxy-4,6-dimethoxyphenyl)prop-2-en-1-one ClC1=C(C=CC=C1Cl)/C=C/C(=O)C1=C(C=C(C=C1OC)OC)O